[Si](C)(C)(C(C)(C)C)O[C@H]1[C@@H](CCCC1)NC1=CC(=CC=C1)C(F)(F)F |r| rac-N-((1R,2R)-2-((tert-butyldimethylsilyl)oxy)cyclohexyl)-3-(trifluoromethyl)aniline